C(C)N(C=1SC2=C(N1)C=C(C=C2)C2=NC(=NC=C2F)N)CC (4-(2-(diethylamino)benzothiazol-5-yl)-5-fluoropyrimidin-2-yl)amine